3-methyl-1-((5-methyl-2-(p-tolyl)oxazol-4-yl)methyl)-2-oxo-N-(2,4,6-trifluorobenzyl)-1,2,3,4-tetrahydroquinazoline-7-carboxamide CN1C(N(C2=CC(=CC=C2C1)C(=O)NCC1=C(C=C(C=C1F)F)F)CC=1N=C(OC1C)C1=CC=C(C=C1)C)=O